ClN1C(C(C2=CC=CC=C12)C(C1=CC=CC=C1)C1=CC=CC=C1)=O (E)-chloro-3-diphenylmethylindoline-2-one